(7-(4-(4-(benzo[b]thiophen-4-yl)piperazin-1-yl)butoxy)quinolin-2-yloxy)methyl heptadecanoate C(CCCCCCCCCCCCCCCC)(=O)OCOC1=NC2=CC(=CC=C2C=C1)OCCCCN1CCN(CC1)C1=CC=CC=2SC=CC21